dimethyl-[2-(7-oxabicyclo[4.1.0]hept-3-yl)ethyl]silane C[SiH](CCC1CC2OC2CC1)C